(1R,2S,3R)-N-[8-amino-6-(4-methylpyridin-3-yl)-2,7-naphthyridin-3-yl]-2-Methyl-3-(1-methyl-1H-pyrazol-4-yl)cyclopropane-1-carboxamide NC=1N=C(C=C2C=C(N=CC12)NC(=O)[C@@H]1[C@H]([C@H]1C=1C=NN(C1)C)C)C=1C=NC=CC1C